FC1=C(C(=O)OC)C(=CN=C1C1CCN(CC1)CC(F)(F)F)F methyl 3,5-difluoro-2-(1-(2,2,2-trifluoroethyl)piperidin-4-yl)isonicotinate